ClC=1C=2N(C(=CN1)C)C=CN2 8-chloro-5-methylimidazo[1,2-a]pyrazine